COC(=O)C1CC(=NN1C1=CC=C(C=C1)C#N)C1=CC=C(C=C1)Cl 3-(4-chlorophenyl)-1-(4-cyanophenyl)-4,5-dihydro-1H-pyrazole-5-carboxylic acid methyl ester